OC=1C=C2CN(CC2=CC1OC)C(CCC(=O)OCC)=O ethyl 4-(5-hydroxy-6-methoxyisoindolin-2-yl)-4-oxobutyrate